C(CCCCCCCCCCCCC)C1=NOC(N1)=O 3-tetradecyl-1,2,4-oxadiazol-5(4H)-one